ClC1=NNC2=NC(=NC=C21)Cl 3,6-Dichloro-1H-pyrazolo[3,4-d]pyrimidine